5-Bromo-2-(4-methylpiperazin-1-yl)pyridin-3-amine BrC=1C=C(C(=NC1)N1CCN(CC1)C)N